1-(2-methoxyethyl)-3-methyl-5-((4-(4-(trifluoromethyl)piperidin-1-yl)phenyl)amino)-1,3-dihydro-2H-benzo[d]imidazol-2-one COCCN1C(N(C2=C1C=CC(=C2)NC2=CC=C(C=C2)N2CCC(CC2)C(F)(F)F)C)=O